FC(C(CC(=O)C1=CC2=CC=CC=C2C=C1)=O)(F)F 4,4,4-Trifluoro-1-(2-naphthyl)-1,3-butandion